6-methyl-6-(n-propyl)-1,3-cyclohexadiene CC1(CC=CC=C1)CCC